4-[2-(Trifluoromethyl)benzoylamino]benzoic acid FC(C1=C(C(=O)NC2=CC=C(C(=O)O)C=C2)C=CC=C1)(F)F